2-Methoxy-3-nitro-6-(2-propylidenehydrazineyl)pyridine COC1=NC(=CC=C1[N+](=O)[O-])NN=CCC